(S)-N-((3-CYANO-4-((1-(DIMETHYLAMINO)-5-(4-FLUOROPHENYL)PENTAN-3-YL)AMINO)-5-FLUOROPHENYL)SULFONYL)-1-FLUOROCYCLOHEXANE-1-CARBOXAMIDE C(#N)C=1C=C(C=C(C1N[C@H](CCN(C)C)CCC1=CC=C(C=C1)F)F)S(=O)(=O)NC(=O)C1(CCCCC1)F